N1(N=CN=C1)C1=NC2=CC=CC=C2C(=C1)[C@@H](C)NC(C1=C(C=CC(=C1)OCCN(C)C)C)=O (R)-N-(1-(2-(1H-1,2,4-triazol-1-yl)quinoline-4-yl)ethyl)-5-(2-(dimethylamino)ethoxy)-2-methylbenzamide